1-(4-chlorophenyl)-2-methylpropan-2-yl 2-(tert-butoxycarbonylamino)-3-methylbutanoate C(C)(C)(C)OC(=O)NC(C(=O)OC(CC1=CC=C(C=C1)Cl)(C)C)C(C)C